C(#N)C1=NC=CC(=C1)C=1C2=C(C(=NC1)OC)N=C(S2)NC(=O)N2CC1(CC2)CCOCC1 8-Oxa-2-aza-spiro[4.5]decane-2-carboxylic acid [7-(2-cyano-pyridin-4-yl)-4-methoxy-thiazolo[4,5-c]pyridin-2-yl]-amide